Cl[C@@H](C(=O)Cl)C (R)-2-chloropropanoyl chloride